ClC1=C(C=CC(=C1)C(F)(F)F)C=1C(=C(C(=O)N)C=CC1)O (2-chloro-4-(trifluoromethyl)phenyl)-2-hydroxybenzamide